NC(C([C@H](CC1=CC=CC=C1)NC(=O)C=1C(=NN(C1)C(C)C)C1=CC=CC=C1)=O)=O (S)-N-(4-AMINO-3,4-DIOXO-1-PHENYLBUTAN-2-YL)-1-ISOPROPYL-3-PHENYL-1H-PYRAZOLE-4-CARBOXAMIDE